pyrimidine-5-carbohydroxamic acid N1=CN=CC(=C1)C(=O)NO